CC1(C=2C=CC=CC2N2C3=C(C=CC=C13)C=1C=CC=CC12)C 8,8-dimethyl-8H-indolo[3,2,1-de]acridine